C(C)(C)(C)NC1=NC(=NC(=N1)NC1CC1)SC 2-tertiary butylamino-4-cyclopropylamino-6-methylthio-s-triazine